COC(C1=CC(=C(C(=C1)Cl)O[Si](C)(C)C(C)(C)C)Cl)=O 4-(tert-Butyldimethylsiloxy)-3,5-dichloro-benzoic acid methyl ester